tert-butyl (3S)-4-(4-bromo-5-chloro-2-fluoro-benzoyl)-3-(hydroxymethyl)piperazine-1-carboxylate BrC1=CC(=C(C(=O)N2[C@@H](CN(CC2)C(=O)OC(C)(C)C)CO)C=C1Cl)F